ClC1=C(C=CC=C1C1=C(C(=NC=C1)C1=CC=C2C(=CN(C2=C1)C)CNCCOC)Cl)C1=CC=C(C(=N1)OC)CNC[C@@H]1CCC(N1)=O (S)-5-((((6-(2-chloro-3-(3-chloro-2-(3-(((2-methoxyethyl)amino)methyl)-1-methyl-1H-indol-6-yl)pyridin-4-yl)phenyl)-2-methoxypyridin-3-yl)methyl)amino)methyl)pyrrolidin-2-one